C1=CC(=CC2=C1C=CCCC2)C#N 6,7-dihydro-5H-benzo[7]annulene-3-carbonitrile